tin formamidine chloride [Cl-].C(=N)N.[Sn+4].[Cl-].[Cl-].[Cl-]